C(=O)(O)CN1CCN(CCN(CCN(CC1)CC(=O)O)CC(=O)O)CC1=[N+](C=CC2=CC=CC=C12)[O-] 1-((4,7,10-tris(carboxymethyl)-1,4,7,10-tetraazacyclododec-1-yl)methyl)isoquinoline 2-oxide